2-((2-(2-(benzyloxy)ethoxy)ethoxy)methyl)-N-(3-(dimethylamino)benzyl)-N-(3-methoxybenzyl)pyridin-4-amine C(C1=CC=CC=C1)OCCOCCOCC1=NC=CC(=C1)N(CC1=CC(=CC=C1)OC)CC1=CC(=CC=C1)N(C)C